O=C1NC(CCC1NC(=O)C1=CC=C(C2=C1OCO2)N2CCC(CC2)C2=C(C=CC(=C2)C)S(=O)(=O)OC)=O methyl (1-(7-((2,6-dioxopiperidin-3-yl)carbamoyl)benzo[d][1,3]dioxolan-4-yl)piperidin-4-yl)4-methylbenzenesulfonate